5-(3-cyano-6-(1-methyl-1H-pyrazol-4-yl)pyrazolo[1,5-a]Pyridin-4-yl)pyridin-2-ylPiperazine-1-carboxylic acid tert-butyl ester C(C)(C)(C)OC(=O)N1C(CNCC1)C1=NC=C(C=C1)C=1C=2N(C=C(C1)C=1C=NN(C1)C)N=CC2C#N